ClC1=CC=C(CN2C(=NC=3N(C(N(C(C23)=O)CCCO)=O)C)OC2=CC(=CC=C2)OC(F)(F)F)C=C1 (4-CHLOROBENZYL)-1-(3-HYDROXYPROPYL)-3-METHYL-8-(3-(TRIFLUOROMETHOXY)-PHENOXY)-3,7-DIHYDRO-1H-PURINE-2,6-DIONE